C(C(=C)C)(=O)NCCC[N+](C)(C)C (3-methacrylamidopropyl)trimethylammonium